FC=1C=C(C=CC1NC(CONC(=N)N)=O)S(=O)(=O)NC1=C(N=CS1)C(=O)O 5-[[3-fluoro-4-[(2-guanidinooxyacetyl)amino]phenyl]sulfonylamino]thiazole-4-carboxylic acid